1-cyano-2,3-dimethyl-isothiourea C(#N)NC(SC)=NC